C[C@H]1N(CCOC1)C1=CC(=C2C(=N1)C(=NS2)C2=CC=NN2)C2=CC=NN2C (R)-3-methyl-4-(7-(1-methyl-1H-pyrazol-5-yl)-3-(1H-pyrazol-5-yl)isothiazolo[4,5-b]pyridin-5-yl)morpholine